6-(4-(2-(methylsulfonyl)pyrimidin-5-yl)-1H-1,2,3-triazol-1-yl)hexanoic acid CS(=O)(=O)C1=NC=C(C=N1)C=1N=NN(C1)CCCCCC(=O)O